CS(=O)(=O)C1=CC=C(C=C1)C1=CC=C2C(=NC=NN21)N 7-(4-(Methylsulfonyl)phenyl)pyrrolo[2,1-f][1,2,4]triazin-4-amine